The molecule is a labdane diterpenoid that is peregrinol in which one of the hydrogens of the methyl group attached to the double bond has been replaced by a hydroxy group. It is a tertiary alcohol, a labdane diterpenoid, a carbobicyclic compound, a primary allylic alcohol and a triol. It derives from a peregrinol. C[C@@H]1CC[C@@H]2[C@@]([C@]1(CC/C(=C/CO)/CO)O)(CCCC2(C)C)C